C(CC)OCCC(CCOCCC)=O 1,5-dipropoxypentan-3-one